OC1=C(C(N(C=C1)C)=O)NC(N[C@@H](CC(=O)OCC)C=1C=C(C(=CC1)OC(F)(F)F)C1=C(C=CC=C1)C)=O ethyl (S)-3-(3-(4-hydroxy-1-methyl-2-oxo-1,2-dihydropyridin-3-yl)ureido)-3-(2'-methyl-6-(trifluoromethoxy)biphenyl-3-yl)propanoate